6-oxo-1,6-dihydropyridin-3-carboxamide O=C1C=CC(=CN1)C(=O)N